C(CC)(=O)OS Sulfhydryl propionate